4-amino-N-ethyl-N-isopropyl-aniline NC1=CC=C(N(C(C)C)CC)C=C1